(2S,5R,6R)-3,3-dimethyl-6-[(4-ethyl-2,3-dioxo-1-piperazinecarboxamido)phenylacetamido]-7-oxo-4-thia-1-azabicyclo[3.2.0]Heptane-2-carboxylic acid sodium salt [Na+].CC1([C@@H](N2C([C@H]([C@H]2S1)NC(C(C1=CC=CC=C1)NC(=O)N1C(C(N(CC1)CC)=O)=O)=O)=O)C(=O)[O-])C